(S)-1-(4,6-dimethylpyridin-2-yl)-N-(4-fluorophenyl)-N-methylpyrrolidine-2-carboxamide CC1=CC(=NC(=C1)C)N1[C@@H](CCC1)C(=O)N(C)C1=CC=C(C=C1)F